[N+](=O)([O-])C1=CC=C(C=C1)C=1NC2=C(C(=NC=C2)N2CCOCC2)N1 4-(2-(4-nitrophenyl)-1H-imidazo[4,5-c]pyridin-4-yl)morpholine